di-tert-butyl-2-(trans-2-nitrovinyl)cyclopropane-1,1-dicarboxylic acid C(C)(C)(C)C1(C(C1(C(=O)O)C(=O)O)\C=C\[N+](=O)[O-])C(C)(C)C